C(C=C)(=O)OCCC(=O)O β-(acryloxy)propionic acid